butyl N-[4,4-difluoro-1-oxaspiro[4.5]decan-8-yl]carbamate FC1(CCOC12CCC(CC2)NC(OCCCC)=O)F